ClC(CN(C(=O)N)N=O)Cl dichloroethyl-nitrosourea